CS(=O)(=O)N1C2=C(C(CC1)=O)N(N=C2)C2OCCCC2 4-(methylsulfonyl)-1-(tetrahydro-2H-pyran-2-yl)-1,4,5,6-tetrahydro-7H-pyrazolo[4,3-b]pyridin-7-one